ClC1=NC=C(C2=CC=C(C=C12)OC)C1=C(C=C(C=C1)C)Cl 1-chloro-4-(2-chloro-4-methylphenyl)-7-methoxyisoquinoline